6-bromo-8-fluoro-7-methoxy-2-methyl-imidazo[1,2-a]-pyridine BrC=1C(=C(C=2N(C1)C=C(N2)C)F)OC